tert-butyl (1R,5S)-3-(4-aminophenoxy)-3-methyl-8-azabicyclo[3.2.1]octane-8-carboxylate NC1=CC=C(OC2(C[C@H]3CC[C@@H](C2)N3C(=O)OC(C)(C)C)C)C=C1